C(CCCCCCCCC)S(=O)C Decylmethylsulfoxid